3-(2-(3-methoxy-3-oxopropoxy)ethoxy)propionic acid COC(CCOCCOCCC(=O)O)=O